2-(3-piperidinyl)acetonitrile N1CC(CCC1)CC#N